6,7-dihydro-4H-pyrazolo[1,5-a]pyrazin-5-yl-[rac-(5r,7r)-7-fluoro-5-phenyl-6,7-dihydro-5H-pyrrolo[1,2-b][1,2,4]triazol-2-yl]methanone N1=CC=C2N1CCN(C2)C(=O)C=2N=C1N(N2)[C@H](C[C@H]1F)C1=CC=CC=C1 |r|